4-phenylmercaptobenzoic acid C1(=CC=CC=C1)SC1=CC=C(C(=O)O)C=C1